C1(CCCCC1)[C@@H](C(=O)NC=1C=C2CC(CC2=CC1)(N1C(N[C@@H](C1)C(C)C)=O)C(N(C)C)=O)NC(=O)C1=CC=NN1C N-((1S)-1-cyclohexyl-2-((2-(dimethylcarbamoyl)-2-((R)-4-isopropyl-2-oxoimidazolidin-1-yl)-2,3-dihydro-1H-inden-5-yl)amino)-2-oxoethyl)-1-methyl-1H-pyrazole-5-carboxamide